C1=2CN(CCN(CCN(CC(=CC=C1)N2)CC(=O)O)CC(=O)O)CC(=O)O 3,6,9,15-tetraazabicyclo[9.3.1]-pentadecane-1(15),11,13-triene-3,6,9-triacetic acid